C(C)(C)C1=C(NC2=C1N=C(S2)C2CCC(CC2)N2CC1(COC1)C2)C2=CN(C1=NC=CC=C12)C 6-(4-(6-isopropyl-5-(1-methyl-1H-pyrrolo[2,3-b]pyridin-3-yl)-4H-pyrrolo[3,2-d]thiazol-2-yl)cyclohexyl)-2-oxa-6-azaspiro[3.3]heptane